ClC=1C=C(C=C(C1)OC(F)F)C1=CC=2N(C[C@H]3N(C2N=C1)CCN(C3)C(CCC(=O)O)=O)S(=O)(=O)C3=CC(=CC=C3)C(F)(F)F (S)-4-(3-(3-chloro-5-(difluoromethoxy)phenyl)-5-(3-(trifluoromethyl)phenylsulfonyl)-6a,7,9,10-tetrahydro-5H-pyrazino[1,2-a]pyrido[3,2-e]pyrazin-8(6H)-yl)-4-oxobutanoic acid